1,1,14,14-tetrafluoro-3,6,9,12-tetraoxatetradecane FC(COCCOCCOCCOCC(F)F)F